C(C)OC1=C(C=C(C=C1)S(=O)(=O)N1CCN(CC1)CCO)C1=NN2C(C(N1)=O)=C(C=C2CCC)C (E)-2-(2-Ethoxy-5-((4-(2-hydroxyethyl)piperazin-1-yl)sulfonyl)phenyl)-5-methyl-4-oxo-7-propyl-3,4-dihydropyrrolo[2,1-f][1,2,4]triazin